FC1=C(C=C2CCC3(NC2=N1)CN(CC3)C(=O)OC(C)(C)C)C3=NC=CC=N3 tert-butyl 7'-fluoro-6'-(pyrimidin-2-yl)-3',4'-dihydro-1'H-spiro[pyrrolidine-3,2'-[1,8]naphthyridine]-1-carboxylate